CN1CCCC2=CC(=CC=C12)C(=O)NC1CCC(CC1)NC1=CC=CC2=C1C=C(S2)C(F)(F)F 1-methyl-N-[(1s,4s)-4-{[2-(trifluoromethyl)-1-benzothiophen-4-yl]amino}cyclohexyl]-1,2,3,4-tetrahydroquinoline-6-carboxamide